O=C1OC([C@@H](N1C(=O)OC(C)(C)C)C(C)C)=O tert-butyl (4S)-2,5-dioxo-4-(propan-2-yl)-1,3-oxazolidine-3-carboxylate